6-chloro-5-cyclopropyl-4-(4,4,5,5-tetramethyl-1,3,2-dioxaborolan-2-yl)-1-((2-(trimethylsilyl)ethoxy)methyl)-1H-indazole ClC1=C(C(=C2C=NN(C2=C1)COCC[Si](C)(C)C)B1OC(C(O1)(C)C)(C)C)C1CC1